1-methyl-4-(Prop-2-ynyloxy)hexahydropyridine CN1CCC(CC1)OCC#C